CN1CCN(CC1)C=1C=CC(=NC1)NC=1C=CC=C2CN(C(C12)=O)C(=O)[O-] 7-((5-(4-methylpiperazin-1-yl) pyridin-2-yl) amino)-1-oxoisoindoline-2-carboxylate